2-(4-methylcyclohexyl)-2-(2-methyldiphenylsilylethyl)-1-ethoxy-3-methoxy-propane CC1CCC(CC1)C(COCC)(COC)CC[Si](C1=CC=CC=C1)(C1=CC=CC=C1)C